5-[6-[4-[4-[4-[4-(2,6-dioxo-3-piperidyl)phenyl]-1-piperidyl]butanoyl]piperazin-1-yl]-3-pyridyl]-3-[3-[[ethyl(methyl)sulfamoyl]amino]-2,6-difluoro-benzoyl]-1H-pyrrolo[2,3-b]pyridine O=C1NC(CCC1C1=CC=C(C=C1)C1CCN(CC1)CCCC(=O)N1CCN(CC1)C1=CC=C(C=N1)C=1C=C2C(=NC1)NC=C2C(C2=C(C(=CC=C2F)NS(N(C)CC)(=O)=O)F)=O)=O